(1-(3-(6-chloro-7-fluoro-3-(1H-imidazol-1-yl)-5-methoxy-1-methyl-1H-indol-2-yl)-1H-1,2,4-triazol-5-yl)ethyl)morpholine ClC1=C(C=C2C(=C(N(C2=C1F)C)C1=NNC(=N1)C(C)N1CCOCC1)N1C=NC=C1)OC